N-decanoyl-L-tyrosine C(CCCCCCCCC)(=O)N[C@@H](CC1=CC=C(C=C1)O)C(=O)O